S1C=NC2=C1C=C(C=C2)S(=O)(=O)N2CCC(CC2)NC=2N=CC1=C(N2)N(C(C(=C1)C#C)=O)[C@H]1[C@](CCC1)(C)O 2-((1-(benzo[d]thiazol-6-ylsulfonyl)piperidin-4-yl)amino)-6-ethynyl-8-((1r,2r)-2-hydroxy-2-methylcyclopentyl)pyrido[2,3-d]pyrimidin-7(8H)-one